((6-bromo-4-(3,3-difluoroazetidin-1-yl)pyridin-2-yl)imino)dimethyl-λ6-thiocanone BrC1=CC(=CC(=N1)N=C1S(CCCCCC1)(=O)(C)C)N1CC(C1)(F)F